N-((2R,3S)-1-(5-hydroxypyridin-3-yl)-2-((((CIS)-4-phenylcyclohexyl)oxy)methyl)pyrrolidin-3-yl)methanesulfonamide OC=1C=C(C=NC1)N1[C@H]([C@H](CC1)NS(=O)(=O)C)CO[C@@H]1CC[C@@H](CC1)C1=CC=CC=C1